C(C)N(C(=O)C1=C(C=CC(=C1)F)C1=C2C(=NC(=C1)N1CCC(CC1)NC(OC(C)(C)C)=O)N(N=C2)C)C(C)C Tert-butyl N-[1-(4-{2-[ethyl(isopropyl)carbamoyl]-4-fluorophenyl}-1-methyl-1H-pyrazolo[3,4-b]pyridin-6-yl)piperidin-4-yl]carbamate